NC1=NC(=CC(=N1)N1CCC2(C[C@H](NC2)C(=O)OCC)CC1)O[C@@H](C(F)(F)F)C1=C(C=C(C=C1)Cl)C1=CC(=CC(=C1)C)C (S)-ethyl 8-(2-amino-6-((R)-1-(5-chloro-3',5'-dimethyl-[1,1'-biphenyl]-2-yl)-2,2,2-trifluoroethoxy)pyrimidin-4-yl)-2,8-diazaspiro[4.5]decane-3-carboxylate